tert-butyl 4-(7-(2-((tert-butoxycarbonyl)amino)benzo[d]thiazol-4-yl)-6-chloro-8-fluoro-2-(methylthio)quinazolin-4-yl)piperazine-1-carboxylate C(C)(C)(C)OC(=O)NC=1SC2=C(N1)C(=CC=C2)C2=C(C=C1C(=NC(=NC1=C2F)SC)N2CCN(CC2)C(=O)OC(C)(C)C)Cl